FC1=CC=C(C=C1)C1=C(NC2=C(C=C(C=C12)OC)C)C(=O)O 3-(4-fluorophenyl)-5-methoxy-7-methyl-1H-indole-2-carboxylic acid